lithium bis(trimethylsilyl-aminoxide) C[Si](C)(C)N[O-].C[Si](C)(C)N[O-].[Li+].[Li+]